NC=1SC=C(N1)/C(/C(=O)O)=N/OCC(=O)OC (Z)-2-(2-aminothiazol-4-yl)-2-((2-methoxy-2-oxoethoxy)imino)acetic acid